O=C(C([O-])=NO)CCC(=O)[O-] ketoglutarate oxime